6-amino-9-(1-{[1,3'-biazetidin]-3-yl}piperidin-4-yl)-7-(4-phenoxyphenyl)purin-8-one 3-((6-chloropyridin-3-yl)oxy)-2-methyl-1-oxopropane-2-yl-nicotinate ClC1=CC=C(C=N1)OCC(C=O)(C)OC(C1=CN=CC=C1)=O.NC1=C2N(C(N(C2=NC=N1)C1CCN(CC1)C1CN(C1)C1CNC1)=O)C1=CC=C(C=C1)OC1=CC=CC=C1